BrCC1=NC(=CC=C1)CBr 2,6-bis(bromomethyl)pyridin